5-[[(6R)-2-(6-oxo-7-oxa-2,5-diazaspiro[3.4]octane-2-carbonyl)-2-azaspiro[3.4]octan-6-yl]methyl]-2-(trifluoromethyl)pyridine-4-carbonitrile O=C1NC2(CN(C2)C(=O)N2CC3(C2)C[C@@H](CC3)CC=3C(=CC(=NC3)C(F)(F)F)C#N)CO1